DIAMINOBENZIMIDAZOLE C1=CC(=C2C(=C1)NC(=N2)N)N